6-Chloro-9-ethyl-8-pyridin-4-yl-9H-pyrido[3,4-b]indole ClC=1C=C2C3=C(N(C2=C(C1)C1=CC=NC=C1)CC)C=NC=C3